3,6-dimethyl-2-methylsulfinyl-8-[(1R)-1-(2-methylsulfonylanilino)ethyl]quinazolin-4-one CN1C(=NC2=C(C=C(C=C2C1=O)C)[C@@H](C)NC1=C(C=CC=C1)S(=O)(=O)C)S(=O)C